3-(6-((4-((4'-chloro-5,5-dimethyl-3,4,5,6-tetrahydro-[1,1'-biphenyl]-2-yl)methyl)piperazin-1-yl)methyl)-1-oxoisoindolin-2-yl)piperidine-2,6-dione ClC1=CC=C(C=C1)C1=C(CCC(C1)(C)C)CN1CCN(CC1)CC1=CC=C2CN(C(C2=C1)=O)C1C(NC(CC1)=O)=O